N[C@H](C(=O)OC)C1CCCCCC1 methyl (S)-2-amino-2-cycloheptylacetate